(Z)-2-cyano-N-(8-(1-((3,5-difluorophenyl)amino)ethyl)-2-morpholino-4-oxo-4H-chromen-6-yl)-3-hydroxybut-2-enamide C(#N)/C(/C(=O)NC=1C=C2C(C=C(OC2=C(C1)C(C)NC1=CC(=CC(=C1)F)F)N1CCOCC1)=O)=C(\C)/O